6-fluoro-7-(2-hydroxy-3-(methoxymethoxy)phenyl)-2-oxo-1,2-dihydropyrido[2,3-d]Pyrimidine FC1=CC2=C(NC(N=C2)=O)N=C1C1=C(C(=CC=C1)OCOC)O